The molecule is a hydroxy-L-lysine that is L-lysine carrying a hydroxy substituent at position 4. It is a hydroxy-L-lysine, a non-proteinogenic L-alpha-amino acid and a 4-hydroxylysine. It is a conjugate base of a 4-hydroxy-L-lysine(1+). C(CN)C(C[C@@H](C(=O)O)N)O